5-(1H-pyrazol-4-yl)benzene-1,3-diol N1N=CC(=C1)C=1C=C(C=C(C1)O)O